beyeran-19-oic acid C[C@@]12CC[C@H]3[C@@]4(CCC[C@]([C@H]4CC[C@@]3(C1)CC2)(C)C(=O)O)C